eicosyl isocyanate C(CCCCCCCCCCCCCCCCCCC)N=C=O